2-chloro-7-fluoroquinazolin-4-carboxylic acid ethyl ester C(C)OC(=O)C1=NC(=NC2=CC(=CC=C12)F)Cl